N-(2-(1-(2-(2,4-dioxotetrahydropyrimidin-1(2H)-yl)benzyl)piperidin-4-yl)-6-methoxy-2H-indazol-5-yl)-3-(trifluoromethyl)benzamide O=C1N(CCC(N1)=O)C1=C(CN2CCC(CC2)N2N=C3C=C(C(=CC3=C2)NC(C2=CC(=CC=C2)C(F)(F)F)=O)OC)C=CC=C1